6-((2,6-dimethyl-pyrimidin-4-yl)amino)-N-ethoxy-4-((5-fluoro-4-methyl-2-(N-methyl-methanesulfonamido)phenyl)-amino)nicotinamide CC1=NC(=CC(=N1)NC1=NC=C(C(=O)NOCC)C(=C1)NC1=C(C=C(C(=C1)F)C)N(S(=O)(=O)C)C)C